4,4,10,13,14-pentamethyl-17-(6-methylhept-5-en-2-yl)-2,3,5,6,7,11,12,15,16,17-decahydro-1H-cyclopenta[a]phenanthren-3-ol CC1(C(CCC2(C=3CCC4(C(CCC4(C3CCC12)C)C(C)CCC=C(C)C)C)C)O)C